NC1=C2N=CN(C2=NC=N1)C1OC2COP(OC3C(OC(COP(OC2C1O)(=S)O)C3O)N3N=NC1=C3C=CC=C1[N+](=O)[O-])(=O)O 8-(6-amino-9H-purin-9-yl)-3,9,12,18-tetrahydroxy-17-(4-nitro-1H-1,2,3-benzotriazol-1-yl)-12-sulfanylidene-2,4,7,11,13,16-hexaoxa-3λ5,12λ5-diphosphatricyclo[13.2.1.06,10]octadecan-3-one